C1(CCCC1)C=1C=CC(=NC1)NC=1SC=C(N1)C1=NC=CC=C1 N-(5-cyclopentyl-pyridin-2-yl)-4-(pyridin-2-yl)thiazol-2-amine